[5-chloro-2-[[1-(2,2-difluoroethyl)indazol-4-yl]amino]-4-ethoxy-pyrrolo[2,3-d]pyrimidin-7-yl]methanol ClC1=CN(C=2N=C(N=C(C21)OCC)NC2=C1C=NN(C1=CC=C2)CC(F)F)CO